ClC1=CC=C(C=C1)C1=CC(=C(C=C1)C(CN1N=CN=C1)(CC)O)C(F)(F)F 2-[4-(4-chlorophenyl)-2-(trifluoromethyl)phenyl]-1-(1H-1,2,4-triazol-1-yl)butan-2-ol